pyrrolo[2,3-d]-pyrimidine-6-carboxamide N1=CN=CC2=C1N=C(C2)C(=O)N